4-chloro-methylphenylacetic acid ClC1=CC=C(C=C1)C(C(=O)O)C